1-(5-((4-(6-(1H-imidazol-2-yl)-2-methylpyridin-3-yl)piperidin-1-yl)methyl)isothiazol-3-yl)-3-ethylurea N1C(=NC=C1)C1=CC=C(C(=N1)C)C1CCN(CC1)CC1=CC(=NS1)NC(=O)NCC